N(=[N+]=[N-])C1=CC=C(C(=C1C=1C(=CN(NC1)CC1=CC=CC=C1)Cl)F)Cl 5-(6-azido-3-chloro-2-fluorophenyl)-2-benzyl-4-chloropyridazin